CCCCC/C=C\C/C=C\CC(C(C/C=C\CCCC(=O)O)O)O 8,9-dihydroxyeicosatrienoic acid